N-phenyl-N-[4-(9-phenyl-9H-carbazol-3-yl)phenyl]-9,9'-spirobi[9H-fluorene]-2-amine C1(=CC=CC=C1)N(C1=CC=2C3(C4=CC=CC=C4C2C=C1)C1=CC=CC=C1C=1C=CC=CC13)C1=CC=C(C=C1)C=1C=CC=3N(C2=CC=CC=C2C3C1)C1=CC=CC=C1